ClC1=CC=C(C=C1)C1=NN(C[C@@H]1C1=CC=CC=C1)\C(\NCCS(N)(=O)=O)=N/S(=O)(=O)C1=NN(C=C1)C (S,Z)-3-(4-chlorophenyl)-N'-((1-methyl-1H-pyrazol-3-yl)sulfonyl)-4-phenyl-N-(2-sulfamoylethyl)-4,5-dihydro-1H-pyrazole-1-carboximidamide